NC=1C=NN(C1)[C@@H](C(=O)OC)C methyl (2R)-2-(4-amino-1H-pyrazol-1-yl)propanoate